(((S)-5-oxopyrrolidin-2-yl) methyl) carbamate C(N)(OC[C@H]1NC(CC1)=O)=O